C(C1=CC=CC=C1)(=O)N1N=C(C(=C1N(C)CC1=CC=C(C=C1)C(N)=N)OC)C1CN(CCC1C)C(=O)N1CCOCC1 3-(1-Benzoyl-5-{[(4-carbamimidoylphenyl)methyl](methyl)amino}-4-methoxy-1H-pyrazol-3-yl)-4-methyl-1-(morpholin-4-carbonyl)piperidin